(2-amino-1-(5-(hydroxymethyl)thiazol-2-yl)-2-methylpropyl)-5-(5-(trifluoromethyl)pyridin-2-yl)-1H-pyrrole-2-carboxamide NC(C(C=1SC(=CN1)CO)N1C(=CC=C1C1=NC=C(C=C1)C(F)(F)F)C(=O)N)(C)C